N-(6-(dimethyl-amino)hexyl)-6-[131I]iodonicotinamide CN(CCCCCCNC(C1=CN=C(C=C1)[131I])=O)C